C(CCC)NS(=O)=O N-(butyl)sulfonamide